3-endo-(8-{2-[benzyl-(2-methanesulfonylacetyl)amino]ethyl}-8-aza-bicyclo[3.2.1]oct-3-yl)-benzamide TFA salt OC(=O)C(F)(F)F.C(C1=CC=CC=C1)N(CCN1C2CC(CC1CC2)C=2C=C(C(=O)N)C=CC2)C(CS(=O)(=O)C)=O